C(=C)[C-]1C=CC=C1.[CH-]1C=CC=C1.[Fe+2] (vinyl)ferrocene